1-(6,8-difluoro-3-(4-(methylsulfonyl)piperazine-1-carbonyl)quinolin-4-yl)-4-methylpiperidine-4-carbonitrile FC=1C=C2C(=C(C=NC2=C(C1)F)C(=O)N1CCN(CC1)S(=O)(=O)C)N1CCC(CC1)(C#N)C